BrC1=C(C=CC=C1)C1C(=CC2=CC=CC=C12)C 1-(2-Bromophenyl)-2-methyl-1H-indene